CC1C2CNCC(C1)N2 6-methyl-3,8-diazabicyclo[3.2.1]octane